SC(C(=O)O)C α-mercaptopropionic acid